C(=C)OCCOC(C)OC(C(=C)C)=O.C(=C)OCCOCCOC(C=C)=O.[Br-].[O-2].C[Mg+] methyl-magnesium oxide bromide 2-(2-vinyloxylethoxy)ethyl-acrylate 1-(2-vinyloxyethoxy)ethyl-methacrylate